3-((4-hydroxy-1-((R)-3-phenylbutanoyl)piperidin-4-yl)methyl)pyrimidin-4(3H)-one OC1(CCN(CC1)C(C[C@@H](C)C1=CC=CC=C1)=O)CN1C=NC=CC1=O